1-Methoxy-6-methyl-isoquinoline COC1=NC=CC2=CC(=CC=C12)C